C1(=CC=CC=C1)C1=NC2=CC=C(C=C2C=C1)N1CCCCC1 2-Phenyl-6-(piperidine-1-yl)quinoline